2-methanesulfinyl-6-methyl-5-[2-(triisopropylsilyl)ethynyl]-8H-pyrido[2,3-d]pyrimidin-7-one CS(=O)C=1N=CC2=C(N1)NC(C(=C2C#C[Si](C(C)C)(C(C)C)C(C)C)C)=O